p-methoxy-α-methyl-cinnamaldehyde COC1=CC=C(C=C(C=O)C)C=C1